C(#N)C=1C=C(C=CC1)S(=O)(=O)NC=1C(=NC=C(C1)C1=CC=2C3=C(C=NC2C=C1)N(C(C31CC1)=O)C)OCCCN(C)C 3-Cyano-N-(2-(3-(dimethylamino)propoxy)-5-(3'-methyl-2'-oxo-2',3'-dihydrospiro[cyclopropane-1,1'-pyrrolo[2,3-c]quinolin]-8'-yl)pyridin-3-yl)benzenesulfonamide